[Ni].C(CCC)N n-butyl-amine nickel